1-(4-aza-1-azoniabicyclo[2.2.2]octan-1-yl)-7-benzyloxy-4-(3,4-difluorophenyl)-3-tetrahydropyran-4-yl-isoquinoline [N+]12(CCN(CC1)CC2)C2=NC(=C(C1=CC=C(C=C21)OCC2=CC=CC=C2)C2=CC(=C(C=C2)F)F)C2CCOCC2